C(C)O[C@H]1CC[C@H](CC1)NC=1N=CC2=C(N1)NC=C2C2=NC=1N(C=C2)N=CC1 N-(cis-4-ethoxycyclohexyl)-5-(pyrazolo[1,5-a]pyrimidin-5-yl)-7H-pyrrolo[2,3-d]pyrimidin-2-amine